6-Boc-1-oxa-6-azaspiro[2.5]octane C(=O)(OC(C)(C)C)N1CCC2(CO2)CC1